methyl 2-(1-(cyclopropylmethyl)-7-hydroxy-1H-indol-2-yl)-4-methoxy-3-methylpyrazolo[1,5-a]pyridine-6-carboxylate C1(CC1)CN1C(=CC2=CC=CC(=C12)O)C1=NN2C(C(=CC(=C2)C(=O)OC)OC)=C1C